1-(2-(4-methoxyphenyl)thiazol-4-yl)ethylamine COC1=CC=C(C=C1)C=1SC=C(N1)C(C)N